C(C)(=O)OC1(CCCCC1)NC(=O)OC(C)(C)C (tert-butoxycarbonylamino trans-cyclohexyl) acetate